OC1(CN(CCC1)C(=O)C1=CC=C(C=C1)C1=CC=CN2C1=NC(=CC2=O)C(F)(F)F)C(F)(F)F 9-(4-((3-hydroxy-3-(trifluoromethyl)piperidin-1-yl)carbonyl)phenyl)-2-(trifluoromethyl)-4H-pyrido[1,2-a]pyrimidin-4-one